(R)-6-bromo-2-(tetrahydrofuran-3-yl)quinoline BrC=1C=C2C=CC(=NC2=CC1)[C@@H]1COCC1